COC=1C=2N(C=NC1)N=CC2C(=O)O 4-methoxy-pyrazolo[1,5-c]pyrimidine-3-carboxylic acid